2-(2,6-dioxopiperidin-3-yl)isoindoline-1,3-dione methyl-(3S)-3-[[4-(3,5-difluorophenyl)-2-(trifluoromethyl)-3H-furan-2-carbonyl]amino]butanoate COC(C[C@H](C)NC(=O)C1(OC=C(C1)C1=CC(=CC(=C1)F)F)C(F)(F)F)=O.O=C1NC(CCC1N1C(C2=CC=CC=C2C1=O)=O)=O